C(C(=C)C)(=O)OCCCCCCCCCCCCCC n-Tetradecyl methacrylate